FC(COC(C(N1[C@H](CC[C@@H](C1)C)C=1C=CC2=CN(N=C2C1)CC)=O)=O)(F)F.O=C(C(=O)N)N1[C@H](CC[C@@H](C1)C)C=1C=CC2=CN(N=C2C1)CC |r| 2-Oxo-2-[rac-(2R,5S)-2-(2-ethylindazol-6-yl)-5-methyl-1-piperidyl]acetamide 2,2,2-Trifluoroethyl-2-oxo-2-[rac-(2R,5S)-2-(2-ethylindazol-6-yl)-5-methyl-1-piperidyl]acetate